5,6-difluoro-3,3-Dimethylindol-2-one FC=1C=C2C(C(NC2=CC1F)=O)(C)C